BrC1=CC=C2C=3C(=CN=NC13)C(N2C2C(NC(CC2)=O)=O)=O 3-(8-bromo-4-oxo-pyrrolo[4,3,2-de]cinnolin-5(4H)-yl)piperidine-2,6-dione